1-(5-(((1-(4-(2-(2-aminopyridin-3-yl)-5-phenyl-3H-imidazo[4,5-b]pyridin-3-yl)phenyl)cyclobutyl)amino)methyl)-1-oxoisoindolin-2-yl)dihydropyrimidine-2,4(1H,3H)-dione NC1=NC=CC=C1C1=NC=2C(=NC(=CC2)C2=CC=CC=C2)N1C1=CC=C(C=C1)C1(CCC1)NCC=1C=C2CN(C(C2=CC1)=O)N1C(NC(CC1)=O)=O